(2S,5S)-2-((6-bromopyridin-2-yl)carbamoyl)-5-methylpyrrolidine-1-carboxylic acid tert-butyl ester C(C)(C)(C)OC(=O)N1[C@@H](CC[C@@H]1C)C(NC1=NC(=CC=C1)Br)=O